ClCC=1C=C(C=O)C=C(C1O)OC 3-(chloromethyl)-4-hydroxy-5-methoxy-benzaldehyde